COC1=CC=C(CSC=2C=C(C=CC2[N+](=O)[O-])C2=C(NC=3N(C2=O)N=C(C3C3=CC=CC=C3)C3=CC=CC=C3)C)C=C1 6-(3-((4-methoxybenzyl)thio)-4-nitrophenyl)-5-methyl-2,3-diphenylpyrazolo[1,5-a]pyrimidin-7(4H)-one